Bis(2-fluoroethyl) sulfone FCCS(=O)(=O)CCF